FC=1C(=CC(=NC1)OC)C1=CC(=NN1)C(=O)N1C2(CC2)C[C@H](CC1)NC(=O)C1CCC(CC1)(C(F)(F)F)O N-((S)-4-(5-(5-fluoro-2-methoxypyridin-4-yl)-1H-pyrazole-3-carbonyl)-4-azaspiro[2.5]Octane-7-yl)-4-hydroxy-4-(trifluoromethyl)cyclohexane-1-carboxamide